C(C)(C)(C)OC(=O)N1CC(CC1)(C(=O)O)CO 1-(tert-butoxycarbonyl)-3-(hydroxymethyl)pyrrolidine-3-carboxylic acid